COCC1N(C(C2=CC(=CC=C12)C=C)=O)C(=O)OC(C)(C)C tert-butyl 1-(methoxymethyl)-3-oxo-5-vinylisoindoline-2-carboxylate